C(C)(=O)[O-].C(CCCCCCCCCCCCC)(=O)[O-].C(CCCCCCCCCCCCC)(=O)[O-].[In+3] Indium (III) di(myristate) acetate